C1OCC12CCN(CC2)CC2=CC1=C(C(NCCO1)=O)C=C2 8-(2-oxa-7-azaspiro[3.5]nonan-7-ylmethyl)-2,3-dihydro-1,4-benzoxazepin-5-one